ClCCCCCC[Si](OC)(OC)OC (chlorohexyl)(trimethoxy)silane